O=C1NC(CCC1N1C(N(C2=C1C=CC=C2C#CCOC2CCN(CC2)C(=O)OC(C)(C)C)C)=O)=O tert-butyl 4-({3-[1-(2,6-dioxopiperidin-3-yl)-3-methyl-2-oxo-1,3-benzodiazol-4-yl]prop-2-yn-1-yl} oxy)piperidine-1-carboxylate